(1-((2-methyl-6-(trifluoromethyl)pyridin-3-yl)methyl)-1H-pyrazol-4-yl)methylamine hydrochloride Cl.CC1=NC(=CC=C1CN1N=CC(=C1)CN)C(F)(F)F